O=C(C(=O)[O-])CCC(=O)[O-].[Fe+2] iron(II) alpha-ketoglutarate